C1(CC1)C=1C=2N(N=C(C1C)N1CCC(CC1)([2H])OC1=CC3=C(OC(C(O3)([2H])[2H])([2H])[2H])C=C1)C(C=CN2)=O 9-cyclopropyl-7-(4-((2,3-dihydrobenzo[b][1,4]dioxin-6-yl-2,2,3,3-d4)oxy)piperidin-1-yl-4-d)-8-methyl-4H-pyrimido[1,2-b]pyridazin-4-one